2-(2-methylimidazo[1,2-a]pyridin-3-yl)-N-[4-(trifluoromethyl)phenyl]pyrimidin CC=1N=C2N(C=CC=C2)C1C1N(C=CC=N1)C1=CC=C(C=C1)C(F)(F)F